C1(CC1)NS(=O)(=O)C=1C=C(C=2N(C1)C(=CN2)C=2SC(=NN2)C(F)(F)F)N2CCN(CC2)C(C(C)C)=O N-cyclopropyl-8-(4-isobutyrylpiperazin-1-yl)-3-(5-(trifluoromethyl)-1,3,4-thiadiazol-2-yl)imidazo[1,2-a]pyridine-6-sulfonamide